1,2-dichloro-4-isocyanato-benzene ClC1=C(C=C(C=C1)N=C=O)Cl